ClC1=C(C=CC=C1C1=C(C(=NC=C1)C1=CC(=C(C=C1)C=O)OC)Cl)NC(=O)C=1N(C2=C(CN(CC2)CCCF)N1)C N-(2-chloro-3-(3-chloro-2-(4-formyl-3-methoxyphenyl)pyridin-4-yl)phenyl)-5-(3-fluoropropyl)-1-methyl-4,5,6,7-tetrahydro-1H-imidazo[4,5-c]pyridine-2-carboxamide